2-(benzo[d]oxazol-2-ylamino)-N-(1-(2-hydroxyethyl)pyrrolidin-3-yl)benzo[d]oxazole-5-carboxamide O1C(=NC2=C1C=CC=C2)NC=2OC1=C(N2)C=C(C=C1)C(=O)NC1CN(CC1)CCO